O[C@@H]1C(OC2=CC=CC=C2[C@H]1NC(=O)C=1C=C(C=CC1)CN1C(NC(CC1=O)(C)C)=[NH2+])(C)C [1-[[3-[[(3S,4R)-3-hydroxy-2,2-dimethyl-chroman-4-yl]carbamoyl]phenyl]methyl]-4,4-dimethyl-6-oxo-hexahydropyrimidin-2-ylidene]ammonium